3-amino-4-methylphenoxide NC=1C=C([O-])C=CC1C